(Rac)-trans-3-((6-(1-methyl-5-(((methyl(2-methylpentan-2-yl)carbamoyl)oxy)methyl)-1H-pyrazol-4-yl)pyridin-3-yl)oxy)cyclohexane-1-carboxylic acid CN1N=CC(=C1COC(N(C(C)(CCC)C)C)=O)C1=CC=C(C=N1)O[C@@H]1C[C@H](CCC1)C(=O)O |r|